C(COCC(=O)[O-])(=O)OC1C[C@@H]2[C@H]([C@H]([C@H](C1)[N+]2(C)C)OC(C)=O)OC(C2=CC=CC=C2)(C2=CC=C(C=C2)OC)C2=CC=C(C=C2)OC |o1:11,12,13,14| (rel-(1R,3-endo,5S,6S,7R)-7-(bis(4-methoxyphenyl)(phenyl)methoxy)-6-acetoxy-8,8-dimethyl-8-azoniabicyclo[3.2.1]octane-3-yl) diglycolate